5-(8-(1,3-Dimethyl-2-oxo-7-(tetrahydro-2H-pyran-4-yl)-1,2-dihydroquinolin-5-yl)isoquinolin-3-yl)-N-(3-(3-((2,6-dioxopiperidin-3-yl)amino)phenyl)prop-2-yn-1-yl)-3-methylpicolinamide CN1C(C(=CC2=C(C=C(C=C12)C1CCOCC1)C=1C=CC=C2C=C(N=CC12)C=1C=C(C(=NC1)C(=O)NCC#CC1=CC(=CC=C1)NC1C(NC(CC1)=O)=O)C)C)=O